(3E)-4-(2,6,6-TRIMETHYL-1-CYCLOHEXEN-1-YL)-3-BUTEN CC1=C(C(CCC1)(C)C)/C=C/CC